N-[3-[3-[[1-[(4aR,8aS)-3-oxo-4,4a,5,7,8,8a-hexahydropyrido[4,3-b][1,4]oxazine-6-carbonyl]-4-piperidinylidene]-phenyl-methyl]phenyl]propyl]carbamic acid tert-butyl ester C(C)(C)(C)OC(NCCCC1=CC(=CC=C1)C(C1=CC=CC=C1)=C1CCN(CC1)C(=O)N1C[C@@H]2[C@@H](OCC(N2)=O)CC1)=O